(2,2,5,5-tetramethyl-pyrrolidine-1-yl)-3-(m-tolyloxy)propan-2-ol CC1(N(C(CC1)(C)C)CC(COC=1C=C(C=CC1)C)O)C